C([C@H]([C@@H]1[C@@H]([C@@H]([C@H](O1)O)O)O)O)O The molecule is a D-mannofuranose in which the carbon bearing the anomeric hydroxy group has alpha configuration. It is an enantiomer of an alpha-L-mannofuranose.